tert-butyl N-[(1R,3R)-3-hydroxy-1-methyl-butyl]carbamate O[C@@H](C[C@@H](C)NC(OC(C)(C)C)=O)C